4-(1-ethoxyvinyl)-6-(1H-imidazol-1-yl)-3H-imidazo[4,5-c]pyridine C(C)OC(=C)C1=NC(=CC2=C1NC=N2)N2C=NC=C2